gamma-methacryloxypropyl-methyl-dichlorosilane C(C(=C)C)(=O)OCCC[Si](Cl)(Cl)C